heptyl butyrate C(CCC)(=O)OCCCCCCC